bis(ethylmethylamino)zirconium C(C)N(C)[Zr]N(CC)C